(S)-5-(1-(4-(4-(1H-pyrazol-3-yl)pyrimidin-2-yl)piperazine-1-carbonyl)-4,5-dihydro-1H-pyrazol-5-yl)nicotinonitrile N1N=C(C=C1)C1=NC(=NC=C1)N1CCN(CC1)C(=O)N1N=CC[C@H]1C=1C=NC=C(C#N)C1